(1-(tert-butoxycarbonyl)-1H-pyrazol-4-yl)boric acid C(C)(C)(C)OC(=O)N1N=CC(=C1)OB(O)O